caprylyl carbonate C(OC(CCCCCCC)=O)([O-])=O